FC(=C(OC(F)(F)F)F)F trifluoro(trifluoromethoxy)ethylene